Acetic acid, potassium salt [K+].C(C)(=O)[O-]